BrC=1C(=NC=CC1NC(=S)N)OCC (3-bromo-2-ethoxypyridin-4-yl)thiourea